CC1=NC=C(C(=O)NC2=CC=C(C=C2)C2CCN(CC2)CCC)C=C1NC1=NC=CC(=N1)C=1C=NC=CC1 6-Methyl-N-[4-(1-propyl-piperidin-4-yl)-phenyl]-5-(4-pyridin-3-yl-pyrimidin-2-ylamino)-nicotinamide